OC1=CC=C(C=C1)C1(CCC(CC1)C(C)C)C1=CC=C(C=C1)O 1,1-bis(4-hydroxyphenyl)-4-isopropylcyclohexane